C(C)(=O)N[C@@H](CCC(=O)O)C(=O)O.C(C)(=O)N[C@@H](CCC(=O)O)C(=O)O N-acetylglutamic acid (N-acetylglutamate)